(S)-N-methyl-3-phenyl-3-[(benzo[d][1,3]dioxol-4-yl)oxy]propylamine hydrochloride Cl.CNCC[C@H](OC1=CC=CC=2OCOC21)C2=CC=CC=C2